2-azido-2-(6-chloro-1-cyclopropoxy-2,7-naphthyridin-4-yl)propan-1-ol N(=[N+]=[N-])C(CO)(C)C1=CN=C(C2=CN=C(C=C12)Cl)OC1CC1